eicosyl-dimethyl-benzyl-ammonium chloride [Cl-].C(CCCCCCCCCCCCCCCCCCC)[N+](CC1=CC=CC=C1)(C)C